Z-1-chloro-1,2-difluoroethylene Cl\C(=C/F)\F